COC=1C=C(C=NC1NC1=NNC2=CC(=CC=C12)[C@@H]1C[C@@]12C(NC1=CC=C(C=C21)OC)=O)C(=O)N(C)C 5-methoxy-6-({6-[(1r,2s)-5'-methoxy-2'-oxo-1',2'-dihydrospiro[cyclopropan-1,3'-indol]-2-yl]-1H-indazol-3-yl}amino)-N,N-dimethylpyridine-3-carboxamide